azabicyclo[2.2.1]heptan N12CCC(CC1)C2